2-(5-(4,4-difluoropiperidine-1-carbonyl)pyridin-2-yl)-2H-indazole-5-carbonitrile FC1(CCN(CC1)C(=O)C=1C=CC(=NC1)N1N=C2C=CC(=CC2=C1)C#N)F